trimethoxy-3-diethylaminoallylsilane CO[Si](CC=CN(CC)CC)(OC)OC